[C@@H]1([C@@H](C1)C(=O)[O-])C(=O)OC (1R,2R)-1,2-cyclopropanedicarboxylic acid, 1-methyl ester